[1,8]naphthyridin-3(4H)-formate N1=CC(CC2=CC=CN=C12)C(=O)[O-]